2-(2-cyanopropan-2-yl-diazenyl)-2-methylpropanenitrile C(#N)C(C)(C)N=NC(C#N)(C)C